4-[2-(2-benzyloxy-6-bromo-phenyl)ethynyl]tetrahydropyran C(C1=CC=CC=C1)OC1=C(C(=CC=C1)Br)C#CC1CCOCC1